4-methoxy-1H-pyrazol-5-amine COC=1C=NNC1N